CC(C)(C)S(=O)(=O)C1=CC=C(C=C1)C=1NN=C2N=CC(=CC21)C=2C=CC1=C(CC[C@H](CC1)N1C3COCC1C3)C2 6-[(7S)-2-{3-[4-(2-methylpropane-2-sulfonyl)phenyl]-2H-pyrazolo[3,4-b]pyridin-5-yl}-6,7,8,9-tetrahydro-5H-benzo[7]annulen-7-yl]-3-oxa-6-azabicyclo[3.1.1]heptane